trans-4-((3-(1-Isopropyl-1H-pyrazol-4-yl)phenyl)((trans-4-(4-methoxy-3-methylphenyl)cyclohexyl) methyl)carbamoyl)cyclohexyl methylcarbamate CNC(O[C@@H]1CC[C@H](CC1)C(N(C[C@@H]1CC[C@H](CC1)C1=CC(=C(C=C1)OC)C)C1=CC(=CC=C1)C=1C=NN(C1)C(C)C)=O)=O